COC1=C(C=NC(=C1)C)C(=O)N 4-methoxy-6-methyl-pyridine-3-carboxamide